2,3,4,5-tetrafluoro-N,N-dimethyl-6-(piperidin-1-yl)benzenesulfonamide FC1=C(C(=C(C(=C1F)F)F)N1CCCCC1)S(=O)(=O)N(C)C